azidoethylphenol N(=[N+]=[N-])CCC1=C(C=CC=C1)O